[1,3]oxazine-3-sulfonimidamide O1CN(CC=C1)S(=O)(N)=N